N-(Cinnamoyl)-N'-phenylguanidin C(C=CC1=CC=CC=C1)(=O)NC(=N)NC1=CC=CC=C1